C(C=C)(=O)N1C[C@@H](N(CC1)C1=NC(N2C3=C(C(=C(C=C13)Cl)C1=C(C=C(C(=C1)Cl)F)F)SC[C@@H]2CN2CCN(CC2)C2CC2)=O)C (3S)-7-((S)-4-acryloyl-2-methylpiperazin-1-yl)-9-chloro-10-(5-chloro-2,4-difluorophenyl)-3-((4-cyclopropylpiperazin-1-yl)methyl)-2H-[1,4]thiazino[2,3,4-ij]quinazolin-5(3H)-one